COC1=CC=C(CN2CC3(C=4C2=NC=CC4)CCCCC3)C=C1 1'-(4-methoxybenzyl)spiro[cyclohexane-1,3'-pyrrolo[2,3-b]pyridine]